4-(6-chloro-5-(2'-hydroxy-3'-methoxy-[1,1'-biphenyl]-4-yl)-1H-indazol-3-yl)butanoic acid ClC1=C(C=C2C(=NNC2=C1)CCCC(=O)O)C1=CC=C(C=C1)C1=C(C(=CC=C1)OC)O